C(C)(C)(C)NCC(O)C=1C(=C(C(=CC1)F)NC(C)=O)F N-(3-(2-(tert-butylamino)-1-hydroxy-ethyl)-2,6-difluorophenyl)acetamide